1-(11Z-docosenoyl)-2-dodecanoyl-glycero-3-phospho-(1'-sn-glycerol) CCCCCCCCCCCC(=O)O[C@H](COC(=O)CCCCCCCCC/C=C\CCCCCCCCCC)COP(=O)(O)OC[C@H](CO)O